sodium 2H-1,2,3-triazole-4-thiolate N=1NN=C(C1)[S-].[Na+]